1-(2-(3-cyclopropyl-methoxyl-4-methoxyphenyl)-2-hydroxyethyl)pyridine C1(CC1)C=1C(=C(C=CC1OC)C(CN1CC=CC=C1)O)OC